C(=C)C1C2=C(CCC3=C1C=CC=C3)C=CC=C2 5-vinyl-10,11-dihydro-5H-dibenzo[a,d][7]annulene